(S)-(1-amino-1-oxopropan-2-yl)carbamic acid tert-butyl ester C(C)(C)(C)OC(N[C@H](C(=O)N)C)=O